3,3'-(naphthalene-1,4-diyl)bis(9-phenyl-9H-carbazole) C1(=CC=C(C2=CC=CC=C12)C=1C=CC=2N(C3=CC=CC=C3C2C1)C1=CC=CC=C1)C=1C=CC=2N(C3=CC=CC=C3C2C1)C1=CC=CC=C1